IP(C1=CC(=C(C(=C1)F)F)F)I diiodo(3,4,5-trifluorophenyl)phosphine